O=C1NC(CCC1NC1=CC(=C(C=C1)N1CC(C(CC1)N1CCC(CC1)C(=O)O)(F)F)F)=O 1'-(4-((2,6-dioxopiperidin-3-yl)amino)-2-fluorophenyl)-3',3'-difluoro-[1,4'-bipiperidine]-4-carboxylic acid